1-oxo-1-(2-propanyloxy)-2-propanyl 2,2-dimethylpropanoate CC(C(=O)OC(C(OC(C)C)=O)C)(C)C